NC1=NC=CC2=C1C(=NN2[C@H]2C[C@@H](N(C2)C(C=C)=O)CF)C#CC2=CC1=C(N(C=N1)C)C=C2F 1-[(2R,4S)-4-{4-Amino-3-[2-(6-fluoro-1-methyl-1,3-benzodiazol-5-yl)ethynyl]pyrazolo[4,3-c]pyridin-1-yl}-2-(fluoromethyl)pyrrolidin-1-yl]prop-2-en-1-one